6-chloro-1-[(Z)-hex-3-enyl]-2,3,4,9-tetrahydro-1H-pyrido[3,4-b]indole ClC=1C=C2C3=C(NC2=CC1)C(NCC3)CC\C=C/CC